FC1=C(C(=CC=C1)OC)/C(=C\C1=CC=CC=C1)/S(=O)(=O)C1=CC=CC=C1 (E)-1-fluoro-3-methoxy-2-(2-phenyl-1-(benzenesulfonyl)vinyl)benzene